1-(1-((4'-Methoxy-[1,1'-biphenyl]-4-yl)methyl)-1H-indol-5-yl)-5-methyl-1H-pyrazol-3-carboxamid COC1=CC=C(C=C1)C1=CC=C(C=C1)CN1C=CC2=CC(=CC=C12)N1N=C(C=C1C)C(=O)N